N[C@@H](CCC(=O)[O-])C(=O)[O-].N[C@@H](CCC(=O)[O-])C(=O)[O-].[Mg+2].ClC=1C=C2C(=CN(C2=CC1C=1CCN(CC1)C)C)C(=O)NC1=CNC2=CC=C(C=C12)C#N.[Mg+2] 5-chloro-N-(5-cyano-1H-indol-3-yl)-1-methyl-6-(1-methyl-3,6-dihydro-2H-pyridin-4-yl)indole-3-carboxamide magnesium di-L-glutamate